[Ni].[Mn].[Fe].[Li].C(=O)C1=C(OC=2C=C(C(=O)/N=C/3\NC4=C(N3C3CCC(CC3)O)C=CC=C4)C=CN2)C=CC=C1OCC1=CC=C(C=C1)OC 2-(2-formyl-3-((4-methoxybenzyl)oxy)phenoxy)-N-((E)-1-((1s,4s)-4-hydroxycyclohexyl)-1,3-dihydro-2H-benzo[d]imidazol-2-ylidene)isonicotinamide lithium iron manganese nickel